4-fluorobenzylamin FC1=CC=C(CN)C=C1